(1,2-difluoro-9a,10-dihydroindeno[1,2-a]inden-4b(9H)-yl)-3-(3-fluorobenzyl)-5-hydroxy-2,3-dihydro-1H-pyrido[2,1-f][1,2,4]triazine-4,6-dione FC1=C2CC3C(C2=CC=C1F)(C=1C=CC=CC1C3)N3N1C(C(N(C3)CC3=CC(=CC=C3)F)=O)=C(C(C=C1)=O)O